(4R)-4-hydroxy-N-{(1R)-2-hydroxy-1-[4-(4-Methyl-1,3-thiazol-5-yl)phenyl]ethyl}-L-prolinamide O[C@@H]1C[C@H](NC1)C(=O)N[C@@H](CO)C1=CC=C(C=C1)C1=C(N=CS1)C